CC1=NC(=NC(=C1)C)C=C 4,6-dimethyl-2-vinylpyrimidine